N-(6-nitrobenzo[d][1,3]dioxol-5-yl)methanesulfonamide [N+](=O)([O-])C=1C(=CC2=C(OCO2)C1)NS(=O)(=O)C